NC1=C(C=C(C=C1)C1=CC=C2C=CC(=C(C2=C1)NCC(C#N)=C)OC)OCC#N 2-[({7-[4-amino-3-(cyanomethoxy)phenyl]-2-methoxynaphthalen-1-yl}amino)methyl]prop-2-enenitrile